ethyl 2-amino-2-(2-(2-(4-((2-oxopyridin-1(2H)-yl)methyl)phenyl)acetyl)hydrazono)acetate NC(C(=O)OCC)=NNC(CC1=CC=C(C=C1)CN1C(C=CC=C1)=O)=O